7-fluoro-5-[3-oxo-3-(piperidin-1-yl)propyl]-4H,5H-pyrrolo[1,2-a]quinoxalin-4-one FC=1C=C2N(C(C=3N(C2=CC1)C=CC3)=O)CCC(N3CCCCC3)=O